ONC(=O)C1=CC=C2C=NN(C2=C1)CC=1C=NC=CC1 1-Pyridin-3-ylmethyl-1H-indazole-6-carboxylic acid hydroxyamide